ethyl 3-amino-2-(5-chloropyrazin-2-yl)acrylate NC=C(C(=O)OCC)C1=NC=C(N=C1)Cl